4,4'-di(acryloyloxymethyl)biphenyl C(C=C)(=O)OCC1=CC=C(C=C1)C1=CC=C(C=C1)COC(C=C)=O